CC1=CC(=C(C=C1)C2=N[C@](C(=O)N2)(C)C(C)C)C(=O)OC The molecule is a methyl 2-(4-isopropyl-4-methyl-5-oxo-4,5-dihydro-1H-imidazol-2-yl)-5-methylbenzoate in which the chiral centre has R configuration. It derives from a 6-[(4R)-4-isopropyl-4-methyl-5-oxo-2-imidazolin-2-yl]-m-toluic acid. It is an enantiomer of a methyl 6-[(4S)-4-isopropyl-4-methyl-5-oxo-2-imidazolin-2-yl]-m-toluate.